(9R)-7-(4-chlorophenyl)-9-(methoxy-methyl)-4,5,13-trimethyl-3-thia-1,8,11,12-tetrazatricyclo[8.3.0.02,6]trideca-2(6),4,7,10,12-pentaene ClC1=CC=C(C=C1)C=1C=2C(=C(SC2N2C(=NN=C2[C@@H](N1)COC)C)C)C